C1(=CC=CC=C1)N1NC(=CC=C1)C(=O)N 1-phenyl-pyridazine-3-carboxamide